((S)-3-(2,3,4-trifluorophenyl)morpholino)benzamide FC1=C(C=CC(=C1F)F)[C@H]1COCCN1C1=C(C(=O)N)C=CC=C1